(S)-3,3'-diphenylbinaphthol C1(=CC=CC=C1)C1=C(C(=C2C=CC=CC2=C1)C1=CC(=CC2=CC=CC=C12)C1=CC=CC=C1)O